FC1=CC=C(C=C1)[C@H]1C[C@@H](CO1)C1=NOC(=N1)CN1C=NC=2N=NC=CC2C1=O 6-[[3-[(3R,5R)-5-(4-fluorophenyl)tetrahydro-furan-3-yl]-1,2,4-oxadiazol-5-yl]methyl]pyrimido[4,5-c]pyridazin-5-one